C(N)(=O)C=1C=2N(C(=NC1NC=1C=C(OCCOCCOCCOCC(=O)OCC)C=C(C1)OC)SC)C=CN2 Ethyl 2-[2-[2-[2-[3-[(8-carbamoyl-5-methylsulfanyl-imidazo[1,2-c]pyrimidin-7-yl)amino]-5-methoxy-phenoxy]ethoxy]ethoxy]ethoxy]acetate